NCCCN1C(NCCC1)=O 1-(3-aminopropyl)tetrahydropyrimidin-2(1H)-one